3,5-bis(trifluoromethyl)phenyl-2,4-diaminobenzene FC(C=1C=C(C=C(C1)C(F)(F)F)C1=C(C=C(C=C1)N)N)(F)F